C(#N)C1=CC(=C(COC2=NC=CC=C2C2CCN(CC2)CC=2N(C3=C(N2)SC(=C3)C(=O)OC)C[C@H]3OCC3)C=C1)F (S)-methyl 2-((4-(2-((4-cyano-2-fluorobenzyl) oxy) pyridin-3-yl) piperidin-1-yl) methyl)-1-(oxetan-2-ylmethyl)-1H-thieno[2,3-d]imidazole-5-carboxylate